C(C)(C)(C)OC(=O)N1[C@H](CCC(C1)=O)CO[Si](C1=CC=CC=C1)(C1=CC=CC=C1)C(C)(C)C (R)-2-(((tert-butyldiphenylsilyl)oxy)methyl)-5-oxopiperidine-1-carboxylic acid tert-butyl ester